O=C1NC(CCC1C1=NN(C2=CC(=CC=C12)N[C@@H]1[C@H](CN(CC1)C(=O)OC(C)(C)C)F)C)=O tert-butyl (3S,4S)-4-[[3-(2,6-dioxo-3-piperidyl)-1-methyl-indazol-6-yl]amino]-3-fluoro-piperidine-1-carboxylate